CC=1N=C(SC1C(=O)OCC)NCCCNC(C1=CC(=CC=C1)C1=NOC(=N1)C)=O Ethyl 4-methyl-2-[3-[[3-(5-methyl-1,2,4-oxadiazol-3-yl)benzoyl]amino]-propylamino]thiazole-5-carboxylate